CC/C=C\\CCOC(=O)C The molecule is an acetate ester that results from the formal condensation of acetic acid with (Z)-hex-3-en-1-ol. It has a role as a metabolite. It is an acetate ester and an olefinic compound. It derives from a (Z)-hex-3-en-1-ol and an acetic acid.